C(#N)C=1C=C(C=NC1)[C@H]1N(OCC1)C(=O)C1(CCN(CC1)C1=NC=CC(=N1)C(=O)N)C 2-[4-[(3S)-3-(5-Cyano-3-pyridyl)isoxazolidine-2-carbonyl]-4-methyl-1-piperidyl]pyrimidine-4-carboxamide